OCCOCCS(=O)(=O)N 2-(2-hydroxyethoxy)ethanesulfonamide